C(CCC)OC(=O)C1(CC(=CCC1)Cl)C(=O)O 3-chloro-3-cyclohexene-1,1-dicarboxylic acid butyl ester